N-(1-(2-(Cyclopropancarboxamido)pyridin-4-yl)-1H-indol-4-yl)-2-methylthiazol-5-carboxamid C1(CC1)C(=O)NC1=NC=CC(=C1)N1C=CC2=C(C=CC=C12)NC(=O)C1=CN=C(S1)C